2-(2-(5-fluoro-2-isopropylphenyl)-4-(4-methoxybenzyl)piperazin-1-yl)-7-azaspiro[3.5]nonane FC=1C=CC(=C(C1)C1N(CCN(C1)CC1=CC=C(C=C1)OC)C1CC2(C1)CCNCC2)C(C)C